tert-butyl (3R,4S,5S)-4-[(2S)-2-([(9H-fluoren-9-ylmethoxy)carbonyl]amino)-N,3-dimethylbutanamido]-3-methoxy-5-methylheptanoate C1=CC=CC=2C3=CC=CC=C3C(C12)COC(=O)N[C@H](C(=O)N(C)[C@H]([C@@H](CC(=O)OC(C)(C)C)OC)[C@H](CC)C)C(C)C